8-(2,2-dimethylpropyl)-4-ethoxypyrido[2,3-d]pyrimidin-7(8H)-one CC(CN1C(C=CC2=C1N=CN=C2OCC)=O)(C)C